Cl.COC=1C=C2CC(CC2=CC1)N 5-methoxy-2-aminoindane hydrochloride